(3R)-1-[5-(6-Methoxy-1,3-benzothiazol-2-yl)pyridin-2-yl]pyrrolidin-3-ol COC1=CC2=C(N=C(S2)C=2C=CC(=NC2)N2C[C@@H](CC2)O)C=C1